C(C)(=O)NC1=NC=CC(=C1)C1=CC(=NC(=N1)N(C)C)C=1C=C(C=CC1C)NC(C1=CC(=NC=C1)C(F)(F)F)=O N-(3-(6-(2-acetamidopyridin-4-yl)-2-(dimethylamino)pyrimidin-4-yl)-4-methylphenyl)-2-(trifluoromethyl)isonicotinamide